(2S,4S)-4-azido-N-methyl-1-((2-nitrophenyl)sulfonyl)-N-(5,8,11-trioxa-2-azatridecan-13-yl)pyrrolidine-2-carboxamide-TFA Salt OC(=O)C(F)(F)F.N(=[N+]=[N-])[C@H]1C[C@H](N(C1)S(=O)(=O)C1=C(C=CC=C1)[N+](=O)[O-])C(=O)N(CCOCCOCCOCCNC)C